dihexyltris(dimethylamino)tin C(CCCCC)C(N(C)[Sn](N(C)C)N(C)C)CCCCCC